5-(4-methylphenoxycarbonylmethyl)-7-oxo-bicyclo[2.2.1]Hept-2-ene CC1=CC=C(OC(=O)CC2C3C=CC(C2)C3=O)C=C1